NC1=C2C(=NC=N1)N(N=C2C2=CC=C(C=C2)OC2=CC=CC=C2)C2CCN(CC2)C(CCCCCSC2=C1CN(C(C1=CC=C2)=O)C2C(NC(CC2)=O)=O)=O 3-(4-((6-(4-(4-amino-3-(4-phenoxyphenyl)-1H-pyrazolo[3,4-d]pyrimidin-1-yl)piperidine-1-yl)-6-oxohexyl)thio)-1-oxoisoindolin-2-yl)piperidine-2,6-dione